3-fluoro-N-((5-methoxy-1H-benzotriazol-4-yl)methyl)-4-(trifluoromethoxy)-benzamide FC=1C=C(C(=O)NCC2=C(C=CC=3NN=NC32)OC)C=CC1OC(F)(F)F